C[C@]1(CC2=CC(=CC(=C2C1)C)C)CO |r| (+-)-(2,4,6-trimethyl-2,3-dihydro-1H-inden-2-yl)methanol